(S)-Methyl 3-(1,4-dimethyl-1H-benzo[d][1,2,3]triazol-5-yl)-3-(3-(((R)-2-ethyl-2,3-dihydropyrido[2,3-f][1,4]oxazepin-4(5H)-yl)methyl)-4-methylphenyl)-2,2-dimethylpropanoate CN1N=NC2=C1C=CC(=C2C)[C@@H](C(C(=O)OC)(C)C)C2=CC(=C(C=C2)C)CN2C[C@H](OC1=C(C2)N=CC=C1)CC